methyl (R)-5-(7-chloro-3-isobutyl-2-methyl-1,1-dioxido-5-phenyl-2,3,4,5-tetrahydrobenzo[f][1,2,5]thiadiazepin-8-yl)-2-(((trifluoromethyl)sulfonyl)oxy)benzoate ClC=1C(=CC2=C(N(C[C@H](N(S2(=O)=O)C)CC(C)C)C2=CC=CC=C2)C1)C=1C=CC(=C(C(=O)OC)C1)OS(=O)(=O)C(F)(F)F